2-((2,6-dimethoxy-4-((8-phenylquinazolin-4-yl)oxy)benzyl)amino)-2-methylpropane-1,3-diol COC1=C(CNC(CO)(CO)C)C(=CC(=C1)OC1=NC=NC2=C(C=CC=C12)C1=CC=CC=C1)OC